FC1=C(OC2=CC=C(C=C2)C2=NC=3N(C(NC(C3N2C)=O)=O)CC(C)O)C=CC(=C1)OC(F)(F)F 8-(4-(2-fluoro-4-(trifluoromethoxy)phenoxy)phenyl)-3-(2-hydroxypropyl)-7-methyl-3,7-dihydro-1H-purine-2,6-dione